C1(=CC(=CC=C1)C1=NC(=NC=C1Cl)NC1CCN(CC1)C(CC1CCN(CC1)C)=O)C1=CC=CC=C1 1-(4-((4-([1,1'-biphenyl]-3-yl)-5-chloropyrimidin-2-yl)amino)piperidin-1-yl)-2-(1-methylpiperidin-4-yl)ethan-1-one